OC[C@H]1N(CCOC1)C(=O)C1=C(C(=O)OC)C=CC=C1 methyl 2-[(3R)-3-(hydroxymethyl)morpholine-4-carbonyl]benzoate